6-[bis[(4-methoxyphenyl)methyl]amino]-4-chloro-pyridin-3-ol COC1=CC=C(C=C1)CN(C1=CC(=C(C=N1)O)Cl)CC1=CC=C(C=C1)OC